ClC=1C2=CN(N=C2C=CC1C1=CC=CN2C=CC=C12)C 8-(4-chloro-2-methyl-2H-indazol-5-yl)indolizine